methyl (R)-2-((tert-butoxycarbonyl)amino)-3-iodopropanoate C(C)(C)(C)OC(=O)N[C@H](C(=O)OC)CI